ammonium sulfate, triethylammonium salt C(C)[NH+](CC)CC.S(=O)(=O)([O-])[O-].[NH4+]